(R)-4-(4-(1-(difluoromethyl)-1H-pyrazol-3-yl)-5-methyl-7-(1H-pyrazol-5-yl)imidazo[1,5-b]pyridazin-2-yl)-3-methylmorpholine FC(N1N=C(C=C1)C=1C=2N(N=C(C1)N1[C@@H](COCC1)C)C(=NC2C)C2=CC=NN2)F